FC1=C(C(=O)NC)C=CC(=C1F)N1CCN(CC1)CC=1C(=C2CC(C(=NC2=CC1)C)=O)F 2,3-difluoro-4-(4-((5-fluoro-2-methyl-3-oxo-3,4-dihydroquinolin-6-yl)methyl)piperazin-1-yl)-N-methylbenzamide